C(#N)C=1C=C2CCCC(C2=CC1)C=1C(=C(C=CC1)S(=O)(=O)NC1=C(C=C2C=NN(C2=C1)C=1C=NN(C1)C)C)[N+](=O)[O-] (6-cyano-1,2,3,4-tetrahydronaphthalen-1-yl)-N-[5-methyl-1-(1-methylpyrazol-4-yl)indazol-6-yl]-2-nitrobenzenesulfonamide